(R*)-(3-amino-4,5-dihydropyrano[3,4-c]pyrazol-2(7H)-yl)(6-fluoro-1,2,3,4-tetrahydroquinolin-4-yl)methanone NC1=C2C(=NN1C(=O)[C@@H]1CCNC3=CC=C(C=C13)F)COCC2 |o1:8|